methyl 2-[(E)-dimethylaminomethyleneamino]-3-ethoxy-benzoate CN(C)\C=N\C1=C(C(=O)OC)C=CC=C1OCC